5-[4-(benzyloxy)-1-ethyl-3-methyl-1H-pyrazol-5-yl]-4-[(4-methoxyphenyl)methyl]-4H-1,2,4-triazole-3-thiol C(C1=CC=CC=C1)OC=1C(=NN(C1C=1N(C(=NN1)S)CC1=CC=C(C=C1)OC)CC)C